acetic acid-(1R,3aS,3bS,5aR,6R,7S,9aR,9bS,11aR)-1-[(2R)-6-Acetoxy-6-methylhept-2-yl]-6-hydroxyl-9a,11a-Dimethylhexadecahydro-1H-cyclopenta[1,2-i]phenanthrene-7-yl ester C(C)(=O)OC(CCC[C@@H](C)[C@H]1CC[C@@H]2[C@@]1(CC[C@@H]1[C@]3(CC[C@@H]([C@@H]([C@@H]3CC[C@@H]21)O)OC(C)=O)C)C)(C)C